3-N-[4-[(6,7-dimethoxy-1,5-naphthyridin-4-yl)oxy]phenyl]-4-hydroxy-2,6-dimethylpyridine-3,5-dicarboxamide COC=1N=C2C(=CC=NC2=CC1OC)OC1=CC=C(C=C1)NC(=O)C=1C(=NC(=C(C1O)C(=O)N)C)C